NC1=NC(=NN2C1=NC=C2CC=2C=C(C(=NC2)N2CCN(CC2)C([C@H]([C@H](CC)C)NC(OC(C)(C)C)=O)=O)C)OCCCC tert-butyl ((2S,3S)-1-(4-(5-((4-amino-2-butoxyimidazo[2,1-f][1,2,4]triazin-7-yl)methyl)-3-methylpyridin-2-yl)piperazin-1-yl)-3-methyl-1-oxopentan-2-yl)carbamate